NC=1C=2N(C(=CN1)OCC)C(=NC2C2=CC=C(CNC(C1=C(C=CC=C1)OC)=O)C=C2)C2CCCCC2 N-[4-(8-amino-3-cyclohexyl-5-ethoxy-imidazo[1,5-a]pyrazin-1-yl)-benzyl]-2-methoxy-benzamide